N-{5-[1-(4-ethylphenyl)-1H-pyrazol-4-yl]-1H-indol-3-yl}-2-oxo-2-(pyrrolidin-1-yl)acetamide C(C)C1=CC=C(C=C1)N1N=CC(=C1)C=1C=C2C(=CNC2=CC1)NC(C(N1CCCC1)=O)=O